3-(1-methyl-4-piperidinyl)-6-(4-piperidinyl)-1,3-benzoxazol-2-one dihydrochloride Cl.Cl.CN1CCC(CC1)N1C(OC2=C1C=CC(=C2)C2CCNCC2)=O